biscyclopentadienyl-bis(2,4-difluorobenzene-1-yl)titanium C1(C=CC=C1)[Ti](C1=C(C=C(C=C1)F)F)(C1=C(C=C(C=C1)F)F)C1C=CC=C1